C(#N)C1=C(C=C(C=C1)C1=CN=CC(=N1)C1=CC(=CS1)NC(CCCC)=O)OC N-(5-(6-(4-cyano-3-methoxyphenyl)pyrazin-2-yl)thiophen-3-yl)pentanamide